O=C1NC(CCC1C1=C(C=C(C=C1F)N1CC(C1)NC(OCCCCC)=O)F)=O pentan-1-yl (1-(4-(2,6-dioxopiperidin-3-yl)-3,5-difluorophenyl)azetidin-3-yl)carbamate